ClC1=CC=C(C=C1)COC1=NC=2CN(CCC2C=C1C(F)(F)F)CC1=NC2=C(C=NC(=C2)C#N)N1C[C@H]1OCC1 (S)-2-((2-((4-chlorophenyl)methoxy)-3-(trifluoromethyl)-5,8-dihydro-1,7-naphthyridin-7(6H)-yl)methyl)-3-(oxetan-2-ylmethyl)-3H-imidazo[4,5-c]pyridine-6-carbonitrile